1-(4,6-dichloropyridin-3-yl)propan-1-ol methylene(3,5-di-tert-butyl-4-hydroxy-hydrocinnamate) C=C(C(=O)OC(CC)C=1C=NC(=CC1Cl)Cl)CC1=CC(=C(C(=C1)C(C)(C)C)O)C(C)(C)C